OC(CCCCCCCC(=O)OC(CCCCCCCC)CCCCCCCC)CCCCCCCCCC Heptadecan-9-Yl 9-Hydroxynonadecanoate